C1(CC1)C=1C=CC(=NC1)N1N(C(=C(C1=O)NC(C1=CC=C(C=C1)OC(F)(F)F)=O)C1=C(C=C(C=C1F)OC)F)C N-[2-(5-cyclopropylpyridin-2-yl)-5-(2,6-difluoro-4-methoxyphenyl)-1-methyl-3-oxo-2,3-dihydro-1H-pyrazol-4-yl]-4-(trifluoromethoxy)benzamide